NC(C(=O)[O-])CCCCCCCC 2-amino-decanoate